2-{3-[5-(4-aminophenylamino)-2,4-dinitrophenylamino]pyrazolo[1,5-a]pyridin-2-yloxy}ethanol NC1=CC=C(C=C1)NC=1C(=CC(=C(C1)NC=1C(=NN2C1C=CC=C2)OCCO)[N+](=O)[O-])[N+](=O)[O-]